FC1=C2C=CC=C(C2=CC=C1)C1CCN(CC1)CC=1C=C2CN(C(C2=CC1)=O)N1C(NC(CC1)=O)=O 1-(5-((4-(5-fluoronaphthalen-1-yl)piperidin-1-yl)methyl)-1-oxoisoindolin-2-yl)dihydropyrimidine-2,4(1H,3H)-dione